BrC=1C=CC=C2C(=C(C=NC12)S(=O)(=O)Cl)O 8-Bromo-4-hydroxyquinoline-3-sulfonyl chloride